(2-(aminomethyl)-4-bromophenyl)methanol NCC1=C(C=CC(=C1)Br)CO